CN1CCC(CC1)N1CCN(CC1)C1=CC=C(C=C1)NC=O N-(4-(4-(1-methylpiperidin-4-yl)piperazin-1-yl)phenyl)formamide